3-(6-methoxyhexanamido)benzamide COCCCCCC(=O)NC=1C=C(C(=O)N)C=CC1